2-fluoro-2-(1-methyl-6-oxo-1,6-dihydropyridazin-4-yl)malonic acid 1-tert-butyl 3-ethyl ester C(C)OC(C(C(=O)OC(C)(C)C)(C=1C=NN(C(C1)=O)C)F)=O